N-(1-cyclopropyl-2-oxo-1,2-dihydropyridin-3-yl)-6-isopropoxy-2-((1R,4R)-1-(methoxymethyl)-2-oxabicyclo[2.2.1]hept-4-yl)-2H-pyrazolo[3,4-b]pyridine-5-carboxamide C1(CC1)N1C(C(=CC=C1)NC(=O)C1=CC=2C(N=C1OC(C)C)=NN(C2)[C@]21CO[C@](CC2)(C1)COC)=O